CC=1C=C(C=C(C1N1CCN(CC1)C)C)C=1C=C2C(=NC1)NC=C2C2C(CCC2)(O)C#C 5-[3,5-dimethyl-4-(4-methylpiperazin-1-yl)phenyl]-1H-pyrrolo[2,3-b]pyridin-3-yl[ethynyl]cyclopentanol